C1(=CC=CC=C1)CNC1=C2N=CN=C2N=CN1 N-(phenylmethyl)-1H-purin-6-amine